5-chloro-4-(3-methyl-5-nitro-indol-1-yl)-N-[1-(4-piperidyl)pyrazol-4-yl]pyrimidin-2-amine ClC=1C(=NC(=NC1)NC=1C=NN(C1)C1CCNCC1)N1C=C(C2=CC(=CC=C12)[N+](=O)[O-])C